2-(3-pyridinyl)-N-(2,2,2-trifluoroethyl)-2H-indazole-4-carboxamide N1=CC(=CC=C1)N1N=C2C=CC=C(C2=C1)C(=O)NCC(F)(F)F